silanicotine N1=[SiH]C=CC(=C1)C1N(C)CCC1